2-(2-amino-1,1-difluoroethyl)-N-[(3-fluoropyridin-2-yl)methyl]-[1,3]oxazolo[4,5-c]pyridin-4-amine bisHCl salt Cl.Cl.NCC(F)(F)C=1OC2=C(C(=NC=C2)NCC2=NC=CC=C2F)N1